C(C)(C)(C)OC(=O)N1[C@@H](C2C(C2(C1)F)(C)C)C(=O)O (2S)-3-(tert-butoxycarbonyl)-5-fluoro-6,6-dimethyl-3-azabicyclo[3.1.0]Hexane-2-carboxylic acid